C[N-]S(=O)(=O)CC methylethylsulfonylamide